OC=1C(=NC2=CC=CC=C2C1)S(=O)(=O)O hydroxyquinolinesulfonic acid